hexafluoroIridium (III) phosphate P(=O)([O-])([O-])[O-].F[Ir-3](F)(F)(F)(F)F